vinyl alcohol lithium [Li].C(=C)O